monobutyl maleate C(\C=C/C(=O)[O-])(=O)OCCCC